C(C)(C)(C)OC(=O)N(CCC1=NC(=CC=C1[N+](=O)[O-])OC)CC1=C(C=CC(=C1)F)NC1=C(C(=O)O)C=C(C=N1)Cl 2-((2-(((tert-Butoxycarbonyl)(2-(6-methoxy-3-nitropyridin-2-yl)ethyl)amino)-methyl)-4-fluorophenyl)amino)-5-chloronicotinic acid